CC(=O)SCCNC(=O)CCNC(=O)[C@@H](C(C)(C)COP(=O)(O)OP(=O)(O)OC[C@@H]1[C@H]([C@H]([C@@H](O1)N2C=NC3=C(N=CN=C32)N)O)OP(=O)(O)O)O acetyl-S-coenzyme A